N(=[N+]=[N-])C1=CC=C(C(=O)N2C=C([C@H]3[C@H](O)[C@H](O)[C@@H](CO)O3)C(NC2=O)=O)C=C1 1-(4-azidobenzoyl)pseudouridine